(R)-N-(5-(7-Chloro-1H-benzo[d]imidazole-2-carbonyl)-4-methyl-4,5,6,7-tetrahydrothiazolo[5,4-c]pyridin-2-yl)acetamide ClC1=CC=CC2=C1NC(=N2)C(=O)N2[C@@H](C1=C(CC2)N=C(S1)NC(C)=O)C